3-phenoxypropyl methacrylate (phenoxypropyl methacrylate) O(C1=CC=CC=C1)CCCC=C(C(=O)O)C.C(C(=C)C)(=O)OCCCOC1=CC=CC=C1